Oxazine-2,4-diamine O1N(C=C(C=C1)N)N